OC(O)C12C3CCCC3C(CC1)C2 dihydroxymethyl-tricyclo-(5.2.1.02,6)-decane